Ethyl 4-(3-(benzo[d]oxazol-2-yl)-2-methoxyphenylamino)-2-((1-ethyl-3,5-dimethyl-1H-pyrazol-4-yl)methylamino)pyrimidine-5-carboxylate O1C(=NC2=C1C=CC=C2)C=2C(=C(C=CC2)NC2=NC(=NC=C2C(=O)OCC)NCC=2C(=NN(C2C)CC)C)OC